O=S1(CC(CC1)N1N=C(C=C1C)NC=1SC(=CN1)C(=O)NC1=C(C(=CC=C1C)O)C)=O 2-[[1-(1,1-Dioxothiolan-3-yl)-5-methyl-pyrazol-3-yl]amino]-N-(3-hydroxy-2,6-dimethyl-phenyl)thiazole-5-carboxamide